ClC=1C=C2C[C@@H](COC2=CC1)C(=O)C1=CN(C2=C1C=NC(=C2)C=2C=NNC2OC)C[C@H](C)O [(3S)-6-Chlorochroman-3-yl]-[1-[(2S)-2-hydroxypropyl]-6-(5-methoxy-1H-pyrazol-4-yl)pyrrolo[3,2-c]pyridin-3-yl]methanone